8,9-dihydroimidazo[1,2-a]pyrimido[5,4-e]pyrimidin N1=CN=CC=2C=NC=3N(C21)CCN3